[N+](=O)([O-])C1=CC=C(O1)/C=C/C=N/N=C/C=1OC(=CC1)[N+](=O)[O-] (1E,2E)-1-((E)-3-(5-nitrofuran-2-yl)allylidene)-2-((5-nitrofuran-2-yl)methylene)hydrazine